N-methyl-4-nitro-N-(piperidin-4-yl)benzenesulfonamide CN(S(=O)(=O)C1=CC=C(C=C1)[N+](=O)[O-])C1CCNCC1